2-fluorocyclopropanecarboxylic acid FC1C(C1)C(=O)O